CC=1C=C(C=NC1)C=1SCC(N1)O 2-(5-methylpyridin-3-yl)-4,5-dihydrothiazol-4-ol